N1(N=CC=C1)C1=CC=C(C=C1)C=1OC(=C(N1)CN1CCC(CC1)C1=CC=C(C=C1)Cl)C 2-(4-(1H-pyrazol-1-yl)phenyl)-4-((4-(4-chlorophenyl)piperidin-1-yl)methyl)-5-methyloxazole